NC=1C2=C(N=CN1)N(C=C2C2=NOC(=C2)C2CC2)C2CC(C2)CO (3-(4-amino-5-(5-cyclopropylisoxazol-3-yl)-7H-pyrrolo[2,3-d]pyrimidin-7-yl)cyclobutyl)methanol